5-[5-(difluoromethyl)-1,3,4-thiadiazol-2-yl]-2-{3-[(3S)-3-(propan-2-yl)piperazin-1-yl]-1,2,4-triazin-6-yl}phenol FC(C1=NN=C(S1)C=1C=CC(=C(C1)O)C1=CN=C(N=N1)N1C[C@@H](NCC1)C(C)C)F